Undecyl 6-((2-(benzyloxy)ethyl)(tert-butoxycarbonyl)amino)hexanoate C(C1=CC=CC=C1)OCCN(CCCCCC(=O)OCCCCCCCCCCC)C(=O)OC(C)(C)C